1-(2-(3-(Difluoromethyl)-5-methyl-1H-pyrazol-1-yl)-4-(6-(pyridazin-3-ylamino)-3H-imidazo[4,5-b]pyridin-3-yl)phenyl)ethan-1-ol FC(C1=NN(C(=C1)C)C1=C(C=CC(=C1)N1C=NC=2C1=NC=C(C2)NC=2N=NC=CC2)C(C)O)F